C[C@H]1CNCC[C@H]1NC1=NC=C(C=C1)OC(F)(F)F N-[(3S,4R)-3-methyl-4-piperidyl]-5-(trifluoromethoxy)pyridin-2-amine